COC1=C(CC2NCCCC(C2)C)C=CC=C1 2-(2-methoxybenzyl)-4-methyl-azepane